C(C)(C)(C)OC(=O)N1N=C(C2=CC=C(C=C12)SC1=C(C=CC=C1)C(NC1CC1)=O)\C=C\C1=NC=C(C=C1)OCCN1CCCC1 6-[2-(cyclopropylcarbamoyl)phenyl]thio-3-[(E)-2-[5-(2-pyrrolidin-1-ylethoxy)-2-pyridinyl]vinyl]indazole-1-carboxylic acid tert-butyl ester